2-methyl-2-propylpentane-1,5-diol CC(CO)(CCCO)CCC